ethyl (E)-3-(2-(3-(4-methoxybenzyl)-2-oxoimidazolidin-1-yl)phenyl)acrylate COC1=CC=C(CN2C(N(CC2)C2=C(C=CC=C2)/C=C/C(=O)OCC)=O)C=C1